C(CCC)N(CCNCCN(CCCC)CCCC)CCCC N1,N1-dibutyl-N2-(2-(dibutylamino)ethyl)ethane-1,2-diamine